allyl dimethylpropionate CC(C(=O)OCC=C)(C)C